4-(5-{[2-methyl-6-(trifluoromethyl)phenyl]methoxy}pyrimidin-2-yl)piperazine-1-carboxamide CC1=C(C(=CC=C1)C(F)(F)F)COC=1C=NC(=NC1)N1CCN(CC1)C(=O)N